N[C@@H]1CN(C[C@H]1O)C(=O)OCC1=CC=CC=C1 Trans-benzyl 3-amino-4-hydroxypyrrolidine-1-carboxylate